ClC1=C(C=C(C=C1)NC1=C2CCN(CC2=CC=C1)C1CCS(CC1)=O)C=1NC(=CN1)C1=CC=CC=C1 4-(5-{[4-chloro-3-(5-phenyl-1H-imidazol-2-yl)phenyl]amino}-1,2,3,4-tetrahydroisoquinolin-2-yl)-thian-1-one